FC1(C(C1)S(=O)(=O)N1C[C@H]([C@@H](CC1)NC1=NN2C(C=N1)=C(C=C2C2=NC=C(C=C2)C(F)(F)F)F)O)F (3R,4R)-1-((2,2-difluorocyclopropyl)sulfonyl)-4-((5-fluoro-7-(5-(trifluoromethyl)pyridin-2-yl)pyrrolo[2,1-f][1,2,4]triazin-2-yl)amino)piperidin-3-ol